ClC=1C=NN(C1[C@@H](CC=1C=NC=CC1)OCC=1SC(=CC1)Cl)C |r| (RS)-3-(2-(4-chloro-1-methyl-1H-pyrazol-5-yl)-2-((5-chlorothien-2-yl)methoxy)ethyl)pyridine